ClC1=CC=C(C=C1)C1=N[C@H](C=2N(C3=C1C(=C(S3)C#CC3=NC=CC=C3)C)C(=NN2)C)C (S)-4-(4-chlorophenyl)-3,6,9-trimethyl-2-(pyridin-2-ylethynyl)-6H-thieno[3,2-f][1,2,4]triazolo[4,3-a][1,4]diazepine